5-(1-Amino-2-hydroxy-ethyl)-1-(2-tert-butyl-5-fluoro-1-methyl-pyrrolo[2,3-b]pyridin-6-yl)-7-methyl-octan-1-one NC(CO)C(CCCC(=O)C1=C(C=C2C(=N1)N(C(=C2)C(C)(C)C)C)F)CC(C)C